2-[4-(2-methoxyethyl)phenoxymethyl]oxirane 3-(tert-butoxycarbonylamino)oxetane-3-carboxylate C(C)(C)(C)OC(=O)NC1(COC1)C(=O)O.COCCC1=CC=C(OCC2OC2)C=C1